C(C=1C(C(=O)[O-])=CC=CC1)(=O)OCCOCCOCCCC diethylene glycol monobutyl ether phthalate